2-(4-bromophenyl)-9H-pyrimido[4,5-b]indole BrC1=CC=C(C=C1)C=1N=CC2=C(NC3=CC=CC=C23)N1